dicyclopentadienyl-iron palladium (II) dichloride [Pd](Cl)Cl.C1(C=CC=C1)[Fe]C1C=CC=C1